F[C@@H]1CN(C[C@H](C1)NC1=NC=CC(=N1)C1=C(N=NC=C1)OC1=C(C=CC2=C(C(=CC=C12)F)NS(=O)(=O)CCC)C)C(=O)OCC1=CC=CC=C1 Benzyl (3S,5S)-3-fluoro-5-((4-(3-((6-fluoro-2-methyl-5-(propylsulfonamido)naphthalen-1-yl)oxy)pyridazin-4-yl)pyrimidin-2-yl)amino)piperidine-1-carboxylate